ClC1=CC=C(C=C1)COC=1C=C(C=CC1NS(=O)(=O)CC(F)(F)F)C1=NN(C(=C1C(=O)N)NC1=NC=CC=C1)COCC[Si](C)(C)C 3-{3-[(4-chlorophenyl)methoxy]-4-(2,2,2-trifluoroethanesulfonamido)phenyl}-5-[(pyridin-2-yl)amino]-1-{[2-(trimethylsilyl)ethoxy]methyl}-1H-pyrazole-4-carboxamide